tert-butyl 7-(1-((5-(hydrazinecarbonyl)pyridin-2-yl)methyl)-1H-1,2,3-triazol-4-yl)-3,4-dihydroisoquinolin-2(1H)-carboxylate N(N)C(=O)C=1C=CC(=NC1)CN1N=NC(=C1)C1=CC=C2CCN(CC2=C1)C(=O)OC(C)(C)C